[Co+3].C(C)(=O)[O-].C(C)(=O)[O-].C(C)(=O)[O-] acetate cobalt(III) salt